bis(2-(azetidin-1-ylmethyl)-6-chloro-3-fluorophenyl)methylamine N1(CCC1)CC1=C(C(=CC=C1F)Cl)C(C1=C(C(=CC=C1Cl)F)CN1CCC1)N